CN(NC)CC=1N(C2=CC=CC=C2C1)CCC(NCC(NCC(NCC(N(C(C(=O)O)C)C)=O)=O)=O)=O 15-(2-((1,2-Dimethylhydrazino)methyl)-1H-indol-1-yl)-2,3-dimethyl-4,7,10,13-tetraoxo-3,6,9,12-tetraazapentadecan-1-oic acid